FC=1C(=CC(=C(C1)O)C)[N+](=O)[O-] 5-fluoro-2-methyl-4-nitrophenol